3,6-dimethyl-cyclohex-3-en-1-carbaldehyde CC=1CC(C(CC1)C)C=O